tert-butyl (3-((3ar,4r,6ar)-2,2-dimethyl-6-oxotetrahydro-4H-cyclopenta[d][1,3]dioxol-4-yl)phenyl)carbamate CC1(O[C@H]2[C@@H](O1)C(C[C@@H]2C=2C=C(C=CC2)NC(OC(C)(C)C)=O)=O)C